N-[7-(3-fluorophenyl)-4-methoxy-1H-1,3-benzodiazol-2-yl]-1H-imidazole-4-carboxamide FC=1C=C(C=CC1)C1=CC=C(C2=C1NC(=N2)NC(=O)C=2N=CNC2)OC